FC([C@@H](C1=CC=C(C=C1)F)NS(=O)(=O)C1=C2C(=NC=C1)N(C=C2)C(=O)OC(C)(C)C)(F)F tert-butyl (R)-4-(N-(2,2,2-trifluoro-1-(4-fluorophenyl)ethyl)sulfamoyl)-1H-pyrrolo[2,3-b]pyridine-1-carboxylate